COC1=CC=C(CN2CCC3=C2N=C(N=C3C3=CC=NC=C3)N3CCOCC3)C=C1 4-(7-(4-methoxybenzyl)-4-(pyridin-4-yl)-6,7-dihydro-5H-pyrrolo[2,3-d]pyrimidin-2-yl)morpholine